NC1=C(C=C(N=N1)C1=C(C=CC=C1)O)N1CC2CCC(C1)N2C2=CC(=NC=C2)C#CCN2CC1(C2)S(CCC1CF)(=O)=O 2-[6-amino-5-[8-[2-[3-[8-(fluoromethyl)-5,5-dioxo-5λ6-thia-2-azaspiro[3.4]oct-2-yl]prop-1-ynyl]-4-pyridinyl]-3,8-diazabicyclo[3.2.1]oct-3-yl]pyridazin-3-yl]phenol